tert-butyl 4-(2-bromo-7-oxothieno[2,3-c]pyridin-6(7H)-yl)piperidine-1-carboxylate BrC1=CC2=C(C(N(C=C2)C2CCN(CC2)C(=O)OC(C)(C)C)=O)S1